2-(3-(1-benzhydryl-azetidin-3-ylidene)butan-2-yl)isoindoline-1,3-dione C(C1=CC=CC=C1)(C1=CC=CC=C1)N1CC(C1)=C(C(C)N1C(C2=CC=CC=C2C1=O)=O)C